5-ethylthioaminotetrazole C(C)SNC1=NN=NN1